C(C)(C)(C)C12CC(CC(C=C1)(O2)C(C)(C)C)=O 1,5-ditert-butyl-8-oxabicyclo[3.2.1]oct-6-en-3-one